4-(pyrrolidin-1-yl)butanoate N1(CCCC1)CCCC(=O)[O-]